Anti-pyrazinamide N1=C(C=NC=C1)C(=O)N